1-pentyl-3-methylimidazole bromide salt [Br-].C(CCCC)N1CN(C=C1)C